C(C1=CC=CC=C1)OC(CCO)(C)C 3-(benzyloxy)-3-methylbutanol